(rac)-cis-N-(1-(2-fluorocyclopropyl)-2-oxo-1,2-dihydropyridin-3-yl)-7-isopropoxy-2-(1-methyl-2-oxabicyclo[2.2.1]hept-4-yl)imidazo[1,2-a]pyrimidine-6-carboxamide FC1C(C1)N1C(C(=CC=C1)NC(=O)C=1C(=NC=2N(C1)C=C(N2)[C@]21CO[C@](CC2)(C1)C)OC(C)C)=O